4-(2-(4-((1R,4R)-4-(4-(((R)-1-(3-amino-5-(trifluoromethyl)phenyl)ethyl) Amino)-7-methoxy-2-methylquinazolin-6-yl)cyclohexane-1-carbonyl)piperazin-1-yl)ethyl)piperidine-1-carboxylate NC=1C=C(C=C(C1)C(F)(F)F)[C@@H](C)NC1=NC(=NC2=CC(=C(C=C12)C1CCC(CC1)C(=O)N1CCN(CC1)CCC1CCN(CC1)C(=O)[O-])OC)C